tri(vinyl-dimethylsilyloxy)phenyl-silane C(=C)[Si](O[Si](C1=CC=CC=C1)(O[Si](C=C)(C)C)O[Si](C=C)(C)C)(C)C